S1N=C(C=C1)S(=O)(=O)Cl Isothiazole-3-sulfonyl chloride